C(C)(=O)N1CCC(CC1)NCC=1C(=C(C=CC1)NC=1C(=C(C=CC1)C1=C(C(=NC=C1)C1=CC(=C(CN(C(OC(C)(C)C)=O)C[C@H]2NC(CC2)=O)C=C1)OC)Cl)Cl)OC tert-Butyl (S)-(4-(4-(3-((3-(((1-acetylpiperidin-4-yl)amino)methyl)-2-methoxyphenyl)amino)-2-chlorophenyl)-3-chloropyridin-2-yl)-2-methoxybenzyl)((5-oxopyrrolidin-2-yl)methyl)carbamate